rac-4-(5-(piperidin-1-ylmethyl)-5,6-dihydro-1,4,2-dioxazin-3-yl)cyclohexan-1-amine N1(CCCCC1)C[C@H]1OC(=NOC1)C1CCC(CC1)N |r|